1-(3-carboxypropyl)-4-(ethoxycarbonyl)piperidine-1-oxide C(=O)(O)CCC[N+]1(CCC(CC1)C(=O)OCC)[O-]